NC1=C(C=C(C(=O)OCC)C=C1C=1N=CN(C1)C)I ethyl 4-amino-3-iodo-5-(1-methyl-1H-imidazol-4-yl)benzoate